FC1=CC(=C(OC2=C(C=C(C=C2)NS(=O)(=O)CC)C=2C3=C(C(N(C2)C)=O)SC(=C3)C=3OC(=NN3)C)C(=C1)C)C N-(4-(4-fluoro-2,6-dimethylphenoxy)-3-(6-methyl-2-(5-methyl-1,3,4-oxadiazol-2-yl)-7-oxo-6,7-dihydrothieno[2,3-c]pyridin-4-yl)phenyl)ethanesulfonamide